C1(CC1)N1N=CC(=C1F)N(S(=O)(=O)NC(=O)N)C1CN(CCC1)C 1-[(1-cyclopropyl-5-fluoro-1H-pyrazol-4-yl)(1-methylpiperidin-3-yl)sulfamoyl]urea